6-[6-(difluoromethyl)pyridin-3-yl]-N-[(cis)-4-hydroxytetrahydrofuran-3-yl]-3-oxo-2-(pyridin-3-yl)-2,3-dihydropyridazine-4-carboxamide FC(C1=CC=C(C=N1)C=1C=C(C(N(N1)C=1C=NC=CC1)=O)C(=O)N[C@@H]1COC[C@@H]1O)F